[C@@H](C)(CC)NCC(=O)NCC1=C(C(=CC=C1)Cl)F (R)-2-(sec-butylamino)-N-(3-chloro-2-fluorophenylmethyl)acetamide